(S)-2-amino-4-bromo-5-((tetrahydrofuran-3-yl)oxy)benzamide NC1=C(C(=O)N)C=C(C(=C1)Br)O[C@@H]1COCC1